(S)-2-((S)-1-phenylethyl)-2,7-diazaspiro[4.4]nonane C1(=CC=CC=C1)[C@H](C)N1C[C@@]2(CC1)CNCC2